4,4-diphenyl-2,2-bipyridyl C1(=CC=CC=C1)C1(CC(=NC=C1)C1=NC=CC=C1)C1=CC=CC=C1